acenaphthenequinone diimine C1(C(C2=CC=CC3=CC=CC1=C23)=N)=N